4-(4,4,6-TRIMETHYL-1,3-DIOXAN-2-YL)PHENYLBORONIC ACID CC1(OC(OC(C1)C)C1=CC=C(C=C1)B(O)O)C